C12(CC3CC(CC(C1)C3)C2)NCCCCCCCCSC2=C3CN(C(C3=CC=C2)=O)C2C(NC(CC2)=O)=O 3-(4-((8-((adamantan-1-yl)amino)octyl)thio)-1-oxoisoindolin-2-yl)piperidine-2,6-dione